[Si](C)(C)(C(C)(C)C)N1C=CC=2C1=NC=C(C2)B(O)O (1-[TERT-BUTYL(DIMETHYL)SILYL]-1H-PYRROLO[2,3-B]PYRIDIN-5-YL)BORONIC ACID